8-methoxy-6-(5-methylthiazol-2-yl)quinazolin COC=1C=C(C=C2C=NC=NC12)C=1SC(=CN1)C